glucuronic acid (glucuronate) O=C[C@H](O)[C@@H](O)[C@H](O)[C@H](O)C(=O)O.O=C[C@H](O)[C@@H](O)[C@H](O)[C@H](O)C(=O)O